3-methylene-5-(2-(1-(2-oxo-2-(piperidin-1-yl)ethyl)-1H-pyrazol-4-yl)phenyl)dihydrofuran-2(3H)-one C=C1C(OC(C1)C1=C(C=CC=C1)C=1C=NN(C1)CC(N1CCCCC1)=O)=O